1-benzyl-6-((benzyloxy)methyl)piperidin-2-one C(C1=CC=CC=C1)N1C(CCCC1COCC1=CC=CC=C1)=O